6-bromo-1-(4-fluorobenzyl)-4-methyl-2-oxo-N-(spiro[3.3]heptan-2-yl)-1,2-dihydro-1,8-naphthyridine-3-carboxamide BrC=1C=C2C(=C(C(N(C2=NC1)CC1=CC=C(C=C1)F)=O)C(=O)NC1CC2(C1)CCC2)C